pyrrolo[1,2-b]pyridazine-3,7-dicarboxamide N=1N2C(C=C(C1)C(=O)N)=CC=C2C(=O)N